O[C@@H]1C[C@@H](CC[C@H]1C)NC1=NC(=NC=C1C(=O)N)NC1COC1 4-((1R,3R,4R)-3-hydroxy-4-methylcyclohexylamino)-2-(oxetan-3-ylamino)pyrimidine-5-carboxamide